1-azabicyclo[2.2.2]octan-8-amine N12CCC(CC1)C(C2)N